COC=1C=C(C=CC1NCC#CC=1N(C2=CC=CC(=C2C1)NC1CCOCC1)CC(F)(F)F)S(=O)(=O)N 3-methoxy-4-[(3-{4-[(oxan-4-yl)amino]-1-(2,2,2-trifluoroethyl)-1H-indol-2-yl}prop-2-yn-1-yl)amino]benzene-1-sulfonamide